ethyl keton C(C)C(=O)CC